N[C@H](C(=O)OCC)CC1CC=C(CC1)C1=NC(=NC(=C1)O[C@@H](C(F)(F)F)C1=C(C=C(C=C1)Cl)N1N=C(C=C1)C)N ethyl (2S)-2-amino-3-(4-(2-amino-6-((R)-1-(4-chloro-2-(3-methyl-1H-pyrazole-1-yl)phenyl)-2,2,2-trifluoroethoxy)pyrimidine-4-yl)cyclohex-3-ene-1-yl)propanoate